Lysine Acetylsalicylate C(C)(=O)OC=1C(C(=O)O)=CC=CC1.N[C@@H](CCCCN)C(=O)O